C1(CCC1)OC=1C=C2C(=NNC(C2=CC1)=O)CC1=CC2=C(C(=NO2)N2CCN(CC2)C2=NC=C(C=N2)C(F)(F)F)C=C1 6-cyclobutoxy-4-((3-(4-(5-(trifluoromethyl)pyrimidin-2-yl)piperazin-1-yl)benzo[d]isoxazol-6-yl)methyl)phthalazin-1(2H)-one